N1CC(CCC1)N1CCOCC1 4-(piperidin-3-yl)morpholine